tert-butyl 7-methyl-2-(trifluoromethanesulfonyl-oxy)-7,8-dihydro-5H-1,6-naphthyridine-6-carboxylate CC1N(CC=2C=CC(=NC2C1)OS(=O)(=O)C(F)(F)F)C(=O)OC(C)(C)C